tert-butyl (1,2,3,4-tetrahydroquinolin-3-yl)carbamate N1CC(CC2=CC=CC=C12)NC(OC(C)(C)C)=O